(E)-4-(3,3-difluoro-1-azetidinyl)-2-butenoic acid FC1(CN(C1)C/C=C/C(=O)O)F